FC1=CC=C(C=C1)C1=NOC(=C1C(=O)NC1=C(C=CC=C1)\C=C\C(=O)NO)C (E)-3-(4-fluorophenyl)-N-(2-(3-(hydroxyamino)-3-oxoprop-1-en-1-yl)phenyl)-5-methylisoxazole-4-carboxamide